N1=NC(=CC2=C1C1=C(CCC2)N=CC=C1)N1N=C(N=C1N)NC=1C=CC2=C(CC[C@H](CC2)N(CC)CC)C1 1-(6,7-dihydro-5H-pyrido[2',3':6,7]cyclohepta[1,2-c]pyridazin-3-yl)-N3-((7S)-7-(diethylamino)-6,7,8,9-tetrahydro-5H-benzo[7]annulene-2-yl)-1H-1,2,4-triazole-3,5-diamine